P(=O)([O-])([O-])[O-].[Na+].[Na+].[Na+] Natrium phosphat